Tert-butyl-4-(6-bromoquinazolin-4-yl)piperazine C(C)(C)(C)N1CCN(CC1)C1=NC=NC2=CC=C(C=C12)Br